(ethoxy)pentafluorocyclotriphosphazene C(C)OP1(=NP(=NP(=N1)(F)F)(F)F)F